[N+](=O)([O-])[O-].[N+](=O)([O-])[O-].C(CN)N.[K+].[K+] Potassium ethylenediamine dinitrate